N,N'-dimethylcystamine CNCCSSCCNC